CC1=CC([N+](=C2C1=CC3=CC4=C(C=C(C=C4)N(C)C)C(C3=C2)(C)C)CCCC(=O)O)(C)C The molecule is the cationic form of a fluorescent dye derived from a tetrahydronaphtho[2,3-g]quinoline. It has a role as a fluorochrome. It is an organic heterotetracyclic compound and an organic cation.